[2-(1-methylpropyloxy)cyclohexane-1-yl]methylamine CC(CC)OC1C(CCCC1)CN